ClC1=C(N(C(C2=C(C=CC=C12)C=1SC=C(C1)C)=O)C1=CC=CC=C1)[C@H](C)NC=1C2=C(N=CN1)NC=CC2=O (S)-4-((1-(4-chloro-8-(4-methylthiophen-2-yl)-1-oxo-2-phenyl-1,2-dihydroisoquinolin-3-yl)ethyl)amino)pyrido[2,3-d]pyrimidin-5(8H)-one